C(C)OC1=CC=C2C(=NC=NC2=C1)N1CCN(CC1)CCP(O)(O)=O (2-(4-(7-ethoxyquinazolin-4-yl)piperazin-1-yl)ethyl)phosphonic acid